1-(5-(2-chlorophenyl)-6-methylpyrazin-2-yl)-4-methylpiperidin-4-amine ClC1=C(C=CC=C1)C=1N=CC(=NC1C)N1CCC(CC1)(N)C